2-methyl-2-(4-(((tetrahydro-2H-pyran-2-yl)oxy)carbamoyl)phenoxy)propanoic acid CC(C(=O)O)(C)OC1=CC=C(C=C1)C(NOC1OCCCC1)=O